CC=1C=C(C=CC1C)C1=NC(=C(C(=O)NC2CS(C=C2)(=O)=O)C=C1)OC 6-(3,4-dimethylphenyl)-N-(1,1-dioxido-2,3-dihydrothiophen-3-yl)-2-methoxynicotinamide